NC=1C(=CC(=NC1Cl)C1=NC(=NC(=N1)N[C@@H](C(F)F)C)N[C@@H](C(F)F)C)F 6-(5-amino-6-chloro-4-fluoropyridin-2-yl)-N2,N4-bis((R)-1,1-difluoropropan-2-yl)-1,3,5-triazine-2,4-diamine